C(C1=CC=CC=C1)OC(=O)NC([C@@H](CC)C1=CC=C(C=C1)F)C=1N=C2N(N=C(C=C2)CC2(C(NCC(C2)(F)F)=O)C(=O)OC)C1 Methyl 3-((2-((2S)-1-(((benzyloxy)carbonyl)amino)-2-(4-fluorophenyl)butyl)imidazo[1,2-b]pyridazin-6-yl)methyl)-5,5-difluoro-2-oxopiperidine-3-carboxylate